(1R,2S)-2-{3-[2-ethoxy-4-(pyrazin-2-yl)anilino]-1H-indazol-6-yl}-5'-methoxyspiro[cyclopropane-1,3'-indol]-2'(1'H)-one C(C)OC1=C(NC2=NNC3=CC(=CC=C23)[C@@H]2C[C@@]23C(NC2=CC=C(C=C32)OC)=O)C=CC(=C1)C1=NC=CN=C1